FC1=C(C=CC=C1Cl)NC(C1=CC=C(C=C1)O[C@H](C(=O)NC1=C(C=C(C=C1)Cl)F)C)=O (S)-N-(2-fluoro-3-chlorophenyl)-4-((1-((2-fluoro-4-chlorophenyl)amino)-1-oxopropan-2-yl)oxy)benzamide